FC=1C=CC(=C(N)C1)C=1C=NC=2N(C1)C=C(N2)COC=2C=NC=C(C2)F 5-fluoro-2-[2-[(5-fluoro-3-pyridinyl)oxymethyl]imidazo[1,2-a]pyrimidin-6-yl]aniline